(15R)-5-[6-chloro-3-fluoro-2-(morpholinomethyl)-4-pyridyl]-15-methyl-11-thia-6,14,17-triazatetracyclo[8.8.0.0^2,7.0^12,18]octadeca-1(10),2(7),3,5,8,12(18)-hexaen-13-one ClC1=CC(=C(C(=N1)CN1CCOCC1)F)C=1C=CC=2C=3C=4NC[C@H](NC(C4SC3C=CC2N1)=O)C